4-tert-Pentylcyclohexylacetat C(C)(C)(CC)C1CCC(CC1)CC(=O)[O-]